N-(5-bromopyridin-2-yl)-2-((S)-4,4-difluoro-3-(6-oxo-1,6-dihydropyridin-3-yl)piperidin-1-yl)propionamide BrC=1C=CC(=NC1)NC(C(C)N1C[C@@H](C(CC1)(F)F)C1=CNC(C=C1)=O)=O